OCC(C)N1C[C@@H](CCC1)NC=1N=NC(=C(N1)C)C1=NC=C(C=C1O)C(F)(F)F 2-(3-(((3R)-1-(1-hydroxypropan-2-yl)piperidin-3-yl)amino)-5-methyl-1,2,4-triazin-6-yl)-5-(trifluoromethyl)pyridin-3-ol